(2R,3S)-2-(3-(7-(2-fluorophenyl)-1H-benzo[d]imidazol-1-yl)propyl)piperidin-3-ol dihydrochloride Cl.Cl.FC1=C(C=CC=C1)C1=CC=CC2=C1N(C=N2)CCC[C@H]2NCCC[C@@H]2O